3-(2-((1S,2R,5R)-adamantan-2-yl)acetoxy)-2-(((4-(pyrrolidin-1-yl)butanoyl)oxy)methyl)propyl (9Z,12Z)-octadeca-9,12-dienoate C(CCCCCCC\C=C/C\C=C/CCCCC)(=O)OCC(COC(CC1C2CC3CC(CC1C3)C2)=O)COC(CCCN2CCCC2)=O